ethyl 2-{[7-(3-bromobenzyl)-1-(2-ethoxy-2-oxoethyl)-3-methyl-2,6-dioxo-2,3,6,7-tetrahydro-1H-purin-8-yl]thio}butanoate BrC=1C=C(CN2C(=NC=3N(C(N(C(C23)=O)CC(=O)OCC)=O)C)SC(C(=O)OCC)CC)C=CC1